CC1=CC=C(C=C1)S(=O)(=O)NC(CC1=NC2=CC=CC=C2C=C1)C1=CC=CC=C1 4-methyl-N-(1-phenyl-2-(quinolin-2-yl)ethyl)benzenesulfonamide